BrC=1C=C2C(=CC=NC2=CC1)C(=O)OC methyl 6-bromoquinoline-4-carboxylate